C(C)(C)(C)OC(=O)N1CC2N(C(C1)C2)C.OCCC2CCC(CC2)CCO 1,4-bis(hydroxyethyl)cyclohexane tert-butyl-6-methyl-3,6-diazabicyclo[3.1.1]heptane-3-carboxylate